C1OCCC2=CC=C(C=C12)C=1NC(C=2N(C1)N=C(C2)C(=O)OCC)=O ethyl 6-(3,4-dihydro-1H-isochromen-7-yl)-4-oxo-4,5-dihydropyrazolo-[1,5-a]pyrazine-2-carboxylate